C(C)=C1CC2C3C(OC4=C3C=C(C=C4)C)C1C2 3-ethylidene-8-methyl-1,2,3,4,4a,9b-hexahydro-1,4-methanodibenzo[b,d]furan